(R)-(tert-butyl 1-(2-(3-bromo-2-methylbenzoyl) hydrazino)-3-(tert-butoxy)-1-oxopropan-2-yl) carbamate C(N)(O[C@@H](C(=O)NNC(C1=C(C(=CC=C1)Br)C)=O)C(OC(C)(C)C)C(C)(C)C)=O